C(CCC)[N+]1=C(C(C2=CC=CC=C12)(C)C)\C=C/1\C(C(=C1[O-])\C=C\1/N(C2=CC=C(C=C2C1(C)C)OC)CC)=C(C#N)C#N (Z)-4-((1-butyl-3,3-dimethyl-3H-indol-1-ium-2-yl)methylene)-3-(dicyanomethylene)-2-(((Z)-1-ethyl-5-methoxy-3,3-dimethylindolin-2-ylidene)methyl)cyclobut-1-en-1-olate